C(C1=CC=CC=C1)N1CCC2(CCN(CC2)C[C@H]2C(CN(CC2)C(=O)OC(C)(C)C)(F)F)CC1 tert-butyl (S)-4-((9-benzyl-3,9-diazaspiro[5.5]undecan-3-yl)methyl)-3,3-difluoropiperidine-1-carboxylate